N-[(1S)-2-[[(1S)-2-amino-2-oxo-1-[[(3S)-2-oxo-3-piperidyl]methyl]ethyl]amino]-1-(cyclopropylmethyl)-2-oxo-ethyl]-4,6-dichloro-1H-indole-2-carboxamide NC([C@H](C[C@H]1C(NCCC1)=O)NC([C@H](CC1CC1)NC(=O)C=1NC2=CC(=CC(=C2C1)Cl)Cl)=O)=O